CSC=1N=C(C2=C(N1)CNC2=O)N2N=CC=C2 2-(methylthio)-4-(1H-pyrazol-1-yl)-6,7-dihydro-5H-pyrrolo[3,4-d]pyrimidin-5-one